Cl.CN1C(N(C2=C1C(=CC=C2)CN2CCC(CC2)CNC)C2C(NC(CC2)=O)=O)=O 3-[3-Methyl-4-([4-[(methylamino)methyl]piperidin-1-yl]methyl)-2-oxo-1,3-benzodiazol-1-yl]piperidine-2,6-dione hydrochloride